4-(3,8-diazabicyclo[3.2.1]octan-3-yl)-2-chloro-6,8-difluoroquinazolin-5-ol C12CN(CC(CC1)N2)C2=NC(=NC=1C(=CC(=C(C21)O)F)F)Cl